((3,6-dibromo-1,2-phenylene)bis(acetylene-2,1-diyl))bis(trimethylsilane) BrC=1C(=C(C(=CC1)Br)C#C[Si](C)(C)C)C#C[Si](C)(C)C